Nitrosilain [N+](=O)([O-])[Si]1=CC=CC=C1